N-(5-(difluoromethyl)-6-(2H-1,2,3-triazol-2-yl)pyridin-3-yl)-2-fluoro-8-methyl-8-(trifluoromethyl)-7,8-dihydro-6H-pyrazolo[1,5-a]pyrrolo[2,3-e]pyrimidine-6-carboxamide FC(C=1C=C(C=NC1N1N=CC=N1)NC(=O)N1CC(C2=C1C=NC=1N2N=C(C1)F)(C(F)(F)F)C)F